5-(2-amino-[1,2,4]triazolo[1,5-a]pyridin-7-yl)-N-(6-(cyclopropylmethoxy)-2,3-difluorobenzyl)-2-methoxynicotinamide NC1=NN2C(C=C(C=C2)C=2C=NC(=C(C(=O)NCC3=C(C(=CC=C3OCC3CC3)F)F)C2)OC)=N1